phenylacetyl phenylacetate C1(=CC=CC=C1)CC(=O)OC(CC1=CC=CC=C1)=O